3-[5-[4-[[4-[(3R,5R)-5-[(5-bromo-1-methyl-6-oxo-pyridazin-4-yl)amino]-1-methyl-3-piperidyl]phenyl]methyl]piperazin-1-yl]-1-oxo-isoindolin-2-yl]piperidine-2,6-dione BrC1=C(C=NN(C1=O)C)N[C@@H]1C[C@@H](CN(C1)C)C1=CC=C(C=C1)CN1CCN(CC1)C=1C=C2CN(C(C2=CC1)=O)C1C(NC(CC1)=O)=O